tert-butyl 4-(1,2,3,4-tetrahydroquinolin-5-yloxy)piperidine-1-carboxylate N1CCCC2=C(C=CC=C12)OC1CCN(CC1)C(=O)OC(C)(C)C